[Zr].[Al] aluminium zirconium